C(#N)C1=CC(=NC(=C1O)C(CCC(=O)O)=O)C1=CC=NC=C1 4-(4-Cyano-5-hydroxy-[2,4']bipyridinyl-6-yl)-4-oxo-butyric acid